ClC=1N(N=C2C1N(C(C=C2N2[C@H](CN([C@@H](C2)C)[C@@H](C)C=2C=C1N=CC=NC1=CC2)C)=O)C)C2OCCCC2 3-chloro-7-((2S,5R)-2,5-dimethyl-4-((S)-1-(quinoxalin-6-yl)ethyl)piperazin-1-yl)-4-methyl-2-(tetrahydro-2H-pyran-2-yl)-2,4-dihydro-5H-pyrazolo[4,3-b]pyridin-5-one